NC1=C(C(=NN1C(C(F)(F)F)C)C1=CC=C(CNC(C2=C(C=CC(=C2)F)OC)=O)C=C1)C#N N-(4-((1S)-5-amino-4-cyano-1-(1,1,1-trifluoropropan-2-yl)-1H-pyrazol-3-yl)benzyl)-5-fluoro-2-methoxybenzamide